The molecule is a hydroxy fatty acid that is octadecanoic acid carrying a hydroxy group at position 10. It has a role as a bacterial xenobiotic metabolite. It is a hydroxy fatty acid and a long-chain fatty acid. It derives from an octadecanoic acid. It is a conjugate acid of a 10-hydroxyoctadecanoate. CCCCCCCCC(CCCCCCCCC(=O)O)O